ClC=1C(=NN2C1CNCCC2)C2=NN=NN2C 3-chloro-2-(1-methyltetrazol-5-yl)-5,6,7,8-tetrahydro-4H-pyrazolo[1,5-a][1,4]diazepine